1,3,5-Trimethyl-2,4-diaminobenzenesulfonic acid CC1(C(C(=C(C(=C1)C)N)C)N)S(=O)(=O)O